3-(3-bromo-2,6-difluorophenyl)-3,4-dihydroquinazolin BrC=1C(=C(C(=CC1)F)N1C=NC2=CC=CC=C2C1)F